hexadeca-4,7,12-triene-5-carboxamide CCCC=C(CC=CCCCC=CCCC)C(=O)N